C(C)(C)(C)OC(=O)N1C(COCC1)COC1=CC(=C(C=C1)C)C(NC1(CC1)C1=CC=CC2=CC=CC=C12)=O.O1CCN(CC1)C=1C=C(N)C=C(C1)C(F)(F)F 3-morpholino-5-(trifluoromethyl)aniline tert-Butyl-3-((4-methyl-3-((1-(naphthalen-1-yl)cyclopropyl)carbamoyl)phenoxy)methyl)morpholine-4-carboxylate